tert-butyl (2-(3-(4-((4-(2-(N-methylmethylsulfonamido)-benzamido)phenyl)sulfonyl)piperazin-1-yl)phenoxy)ethyl)carbamate CN(S(=O)(=O)C)C1=C(C(=O)NC2=CC=C(C=C2)S(=O)(=O)N2CCN(CC2)C=2C=C(OCCNC(OC(C)(C)C)=O)C=CC2)C=CC=C1